1,8-dimethoxy-10-methylacridine bromide [Br-].COC1=CC=CC=2N(C3=CC=CC(=C3CC12)OC)C